C(=O)=C1CCCN1 (S)-5-carbonylpyrrolidine